C(=C)C1=CC=C(CC2=NC=CC=C2)C=C1 2-(4-Vinylbenzyl)pyridine